C(C)(=O)C1=CC(=C(C=C1)C=1C(=NC(=NC1)C1=NOC(=C1)C(=O)OC(C)(C)C)C)F tert-butyl 3-(5-(4-acetyl-2-fluorophenyl)-4-methylpyrimidin-2-yl)isoxazole-5-carboxylate